Cl.N[C@H](CNC(=O)C=1NC2=CC(=CC=C2C1)C1=CC=C(C=C1)F)COCCN (R)-N-(2-amino-3-(2-aminoethoxy)propyl)-6-(4-fluorophenyl)-1H-indole-2-carboxamide hydrogen chloride salt